NC1COC(OC1)[C@H](CN(C1=CC=C(C#N)C=C1)CC1=CC(=C(C=C1)Cl)F)O 4-(((S)-2-((2r,5S)-5-amino-1,3-dioxan-2-yl)-2-hydroxyethyl)(4-chloro-3-fluorobenzyl)amino)benzonitrile